C(C)(C)(C)OC(NCC1=NNC(C2=CC=C(C=C12)C=1C=NN(C1C1=C(C(=C(C=C1[N+]#[C-])N)N)Cl)C)=O)=O.OC1=C(C=C(C=C1)C(C)(C)C1=CC(=C(C=C1)O)C)C bis-(4-hydroxy-3-methylphenyl)propane tert-butyl-N-[[7-[5-(3,4-diamino-2-chloro-6-isocyano-phenyl)-1-methyl-pyrazol-4-yl]-4-oxo-3H-phthalazin-1-yl]methyl]carbamate